[C@H]12COC[C@@H]2O1 (1R,5S)-3,6-dioxabicyclo[3.1.0]hexane